7-chloro-1-methyl-4-(1-methylpyrazol-4-yl)benzimidazol-2-amine ClC1=CC=C(C2=C1N(C(=N2)N)C)C=2C=NN(C2)C